C(#N)C1=CC(=C(COC2=CC=CC(=N2)C2=CC(=C(CC3=NC4=C(N3CC3OCCC3)C=C(C=C4)C(=O)O)C=C2)C)C=C1)F 2-(4-(6-(4-cyano-2-fluorobenzyloxy)pyridin-2-yl)-2-methylbenzyl)-1-((tetrahydrofuran-2-yl)methyl)-1H-benzo[d]imidazole-6-carboxylic acid